6-(benzyloxy)-2-(1-cyclobutyl-1H-1,3-benzodiazol-2-yl)-5-methoxy-1,6-dihydropyrimidine-4-carboxylic acid C(C1=CC=CC=C1)OC1C(=C(N=C(N1)C1=NC2=C(N1C1CCC1)C=CC=C2)C(=O)O)OC